1-[4-[bis[(4-methoxyphenyl)methyl]amino]-2-(2-methoxy-4-pyridyl)oxazol-5-yl]pentane-1,3-dione COC1=CC=C(C=C1)CN(C=1N=C(OC1C(CC(CC)=O)=O)C1=CC(=NC=C1)OC)CC1=CC=C(C=C1)OC